NCC1=NC=CC(=C1)OC=1C=CC(=C(C1)C1=NN(C=C1NC(=O)C=1C=NN2C1N=CC=C2)C)OC(F)F N-[3-[5-[[2-(aminomethyl)-4-pyridyl]oxy]-2-(difluoromethoxy)phenyl]-1-methyl-pyrazol-4-yl]pyrazolo[1,5-a]pyrimidine-3-carboxamide